NC1=C(C(=NN1C1CC(C1)F)C1=NC=C(C2=C1C=CN2)CNC(C2=C(C=CC(=C2)F)OC)=O)C(=O)N 5-amino-3-(7-((5-fluoro-2-methoxybenzamido)methyl)-1H-pyrrolo[3,2-c]pyridin-4-yl)-1-(3-fluorocyclobutyl)-1H-pyrazole-4-carboxamide